CN(C(=O)C1CN(CCC1)C=1C=NC(=CC1)NC=1SC=C(N1)C1=NC=CC=C1)C N,N-dimethyl-1-(6-(4-(pyridin-2-yl)thiazol-2-ylamino)pyridin-3-yl)piperidine-3-carboxamide